7-bromo-2,3-dihydro-[1,4]dioxino[2,3-c]pyridine BrC1=CC2=C(C=N1)OCCO2